4-nitro-3-propoxybenzonitrile [N+](=O)([O-])C1=C(C=C(C#N)C=C1)OCCC